N1=CC(=CC=C1)OC1CN(C1)CC(=O)N 2-(3-(pyridin-3-yloxy)azetidin-1-yl)acetamide